C(C)(C)(C)C1N(CCC(C1)N1C=NC2=CC(=CC(=C2C1=O)F)C1=CC2=CN(N=C2C(=C1)C)C)C(=O)OC(COC(CCCC(CCCC(CCCC(CCCC(C)C)C)C)C)=O)CO O-(5,9,13,17-tetramethyloctadecanoyl)glycerol tert-butyl-4-[7-(2,7-dimethylindazol-5-yl)-5-fluoro-4-oxoquinazolin-3-yl]piperidine-1-carboxylate